10-((4-fluorobenzyl)oxy)-3-methyl-1,2,3,4,5,6-hexahydroazepino[4,5-b]indole FC1=CC=C(COC=2C=3C4=C(NC3C=CC2)CCN(CC4)C)C=C1